N12C[C@H](C(CC1)CC2)OC(N[C@@H]2C(CCC1=CC(=CC=C21)C2=CC=C(C=C2)CC)(C)C)=O (S)-quinuclidin-3-yl((R)-6-(4-ethylphenyl)-2,2-dimethyl-1,2,3,4-tetrahydronaphthalen-1-yl)carbamate